FC=1C=NN2C1N=CC=C2C2CC(C2)N2N=C1N(C2=O)[C@@H](CC1)C1=CC=CC=C1 (S)-2-((1r,3S)-3-(3-fluoropyrazolo[1,5-a]pyrimidin-7-yl)cyclobutyl)-5-phenyl-2,5,6,7-tetrahydro-3H-pyrrolo[2,1-c][1,2,4]triazol-3-one